C(C)C1=C(C(=O)O)C(=CC(=N1)NCC1=C(C=C(C=C1)OC)OC)NC1=CC(=C2N(O1)C1(NO2)CCCCC1)C Ethyl-6-((2,4-dimethoxybenzyl)amino)-4-((8'-methyl-1',5'-dioxa-1',5'-dihydro-2'h-spiro[cyclohexane-1,3'-imidazo[1,5-a]pyridin]-6'-yl)amino)nicotinic acid